4-(8-fluoro-7-(8-fluoronaphthalen-1-yl)-2-((hexahydro-1H-pyrrolizin-7a-yl)methoxy)pyrido[4,3-d]pyrimidin-4-yl)-6-(methylsulfonyl)-1,4-oxazepane FC1=C(N=CC2=C1N=C(N=C2N2CCOCC(C2)S(=O)(=O)C)OCC21CCCN1CCC2)C2=CC=CC1=CC=CC(=C21)F